3-(2-Chloro-3-(1,4-benzodioxan-6-yl)anilino)-isothiazolo[4,5-b]pyrazin-6-aldehyde ClC1=C(NC2=NSC=3C2=NC=C(N3)C=O)C=CC=C1C1=CC3=C(OCCO3)C=C1